N-(benzyloxy)-4-((4-((2-(dimethylphosphoryl)phenyl)amino)-5-(trifluoromethyl)pyrimidin-2-yl)amino)benzamide C(C1=CC=CC=C1)ONC(C1=CC=C(C=C1)NC1=NC=C(C(=N1)NC1=C(C=CC=C1)P(=O)(C)C)C(F)(F)F)=O